O(C1=CC=CC=C1)C1=CC=C(C=C1)C=1NC=2N(N=CC2C2CN(C2)C#CC)C1C(=O)N 2-(4-phenoxyphenyl)-7-(1-propynylazetidin-3-yl)-1H-imidazo[1,2-b]Pyrazole-3-carboxamide